COC1=C(C=CC=C1)[C@]1(C(CCCC1)=O)NC (R)-2-(2-methoxyphenyl)-2-(methylamino)cyclohexan-1-one